2-(1-methyl-1H-pyrazol-4-yl)-N-(2-methyl-5-((1R,9aR)-octahydro-2H-quinolizine-1-carboxamido)pyridin-3-yl)pyrazolo[5,1-b]thiazole-7-carboxamide CN1N=CC(=C1)C1=CN2C(S1)=C(C=N2)C(=O)NC=2C(=NC=C(C2)NC(=O)[C@@H]2CCCN1CCCC[C@H]21)C